BrC=1C=C(C=2N(C1)N=CC2C#N)N2N=CC(=C2)C(=O)OCC ethyl 1-(6-bromo-3-cyanopyrazolo[1,5-a]pyridin-4-yl)-1H-pyrazole-4-carboxylate